C(C)(C)(C)OC(CCC(=O)N)=O 4-(tert-butoxy)-4-oxobutanamide